FC1=CC(=C(C=C1)NC(=S)NC(=O)NCC1=CC=C(C=C1)C1=NN(C=N1)C1=CC=C(C=C1)OC(F)(F)F)C(C)C 1-[(4-fluoro-2-isopropyl-phenyl)carbamothioyl]-3-[[4-[1-[4-(trifluoromethoxy)phenyl]-1H-1,2,4-triazol-3-yl]phenyl]methyl]urea